tert-butyl (2R)-2-[({4-[({(2R)-5-[(3-chloro-2-methylphenyl)carbamothioyl]-2-methyl-6-oxo-1,2,3,6-tetrahydropyridin-4-yl}amino)methyl]pyridin-3-yl}oxy)methyl]morpholine-4-carboxylate ClC=1C(=C(C=CC1)NC(=S)C1=C(C[C@H](NC1=O)C)NCC1=C(C=NC=C1)OC[C@H]1CN(CCO1)C(=O)OC(C)(C)C)C